4-chloro-3-((4-cyano-2,3-difluorophenoxy)methyl)benzo[b]thiophene-2-carboxylic acid ethyl ester C(C)OC(=O)C1=C(C2=C(S1)C=CC=C2Cl)COC2=C(C(=C(C=C2)C#N)F)F